CC1=CC=C(S1)C1=CC=C(C=C1)SC=1C=C(C(=CC1)N)N 4-((4-(5-Methylthiophene-2-yl)phenyl)thio)benzene-1,2-diamine